O1C(=CC=C1)CNC=1C=CC=2N(N1)C(=CN2)C2=CC=C(C=C2)OC N-(2-furylmethyl)-3-(4-methoxyphenyl)imidazo[1,2-b]pyridazin-6-amine